FC(CC(C(=O)OC1C[C@H]2CC[C@@H](C1)N2C)(C2=CC=CC=C2)CO)(F)F (1R,3r,5S)-8-Methyl-8-azabicyclo[3.2.1]octan-3-yl 4,4,4-trifluoro-2-(hydroxymethyl)-2-phenylbutanoate